((2S)-tert-butyl 1-(3-(1-(4-(2-methylbenzoylamino) naphthalene-1-sulfonylamino) ethyl) piperidin-1-yl)-1-oxopropan-2-yl) carbamate C(N)(O[C@H](C(=O)N1CC(CCC1)C(C)NS(=O)(=O)C1=CC=C(C2=CC=CC=C12)NC(C1=C(C=CC=C1)C)=O)CC(C)(C)C)=O